N-([1,1'-biphenyl]-4-yl)-3'-(naphthalen-1-yl)[1,1'-biphenyl]-4-amine C1(=CC=C(C=C1)NC1=CC=C(C=C1)C1=CC(=CC=C1)C1=CC=CC2=CC=CC=C12)C1=CC=CC=C1